BrC1=CC(=C(C=C1)S(=O)(=O)N)F 4-bromo-2-fluorobenzenesulfonamide